BrC1=C(SC2=C1N=NC=C2N(C(OC(C)(C)C)=O)CC=2SC=CC2)C[C@H](C)NC(=O)OC(C)(C)C Tert-butyl (S)-(7-bromo-6-(2-((tert-butoxycarbonyl)amino)propyl)thieno[3,2-c]pyridazin-4-yl)(thiophen-2-ylmethyl)carbamate